N-[4-(methanesulfonylmethyl)-3-methylphenyl]-6-{8-methyl-1H,2H,3H-pyrido[2,3-b][1,4]oxazin-7-yl}-5,6,7,8-tetrahydro-2,6-naphthyridin-3-amine CS(=O)(=O)CC1=C(C=C(C=C1)NC=1N=CC=2CCN(CC2C1)C1=C(C2=C(OCCN2)N=C1)C)C